CN1CC2(C1)CC(C2)C(=O)NC=2N=CC1=CC=C(C=C1C2)C=2C=NN(C2)C 2-methyl-N-(6-(1-methyl-1H-pyrazol-4-yl)isoquinolin-3-yl)-2-azaspiro[3.3]heptane-6-carboxamide